2-[2-[6-oxo-7-(3-oxo-4H-pyrido[3,2-b][1,4]oxazin-6-yl)-5-oxa-2,7-diazaspiro[3.4]octan-2-yl]ethyl]-2,3-dihydro-1H-indene-4-carbonitrile O=C1OC2(CN(C2)CCC2CC=3C=CC=C(C3C2)C#N)CN1C=1C=CC=2OCC(NC2N1)=O